C(C=C)(=O)N.C(C=CC)(=O)O butenoic acid-acrylamide